(3R,5S)-5-[(4-aminophenoxy)methyl]-1-methyl-pyrrolidin-3-ol NC1=CC=C(OC[C@@H]2C[C@H](CN2C)O)C=C1